Cl.ClC1=CC(=C(C=C1)C(N1[C@@H](CN[C@H](C1)C)C)C1CC(C1)(F)F)F (2R,5S)-1-((4-Chloro-2-fluorophenyl)(3,3-difluorocyclobutyl)methyl)-2,5-dimethylpiperazine hydrochloride